C(#N)C1(CCC1)C1=CC2=C(N(C=N2)C2=CC(=C(C(=O)NC3CC3)C(=C2)OC)OC)C=C1 4-[5-(1-cyanocyclobutyl)benzimidazol-1-yl]-N-cyclopropyl-2,6-dimethoxy-benzamide